NC1=NC=CC=C1C1=NC2=C(N1C=1C=CC(=NC1C)NC(=O)C1=CC=C(C(=O)O)C=C1)C=C(C=C2)C2=CC=CC=C2 4-((5-(2-(2-aminopyridin-3-yl)-6-phenyl-1H-benzo[d]imidazol-1-yl)-6-methylpyridin-2-yl)carbamoyl)benzoic acid